3,3'-[[2,2-bis[(2-propyn-1-yloxy)methyl]-1,3-propanediyl]bis(oxy)]bis-1-propyne C(C#C)OCC(COCC#C)(COCC#C)COCC#C